C(C1=CC=CC=C1)O[C@]1(O[C@H]([C@@H]([C@H](C1)O)NC(CO)=O)[C@@H]([C@@H](CNC(CC1=CC=C(C=C1)CCCCCCCCCCC(=O)O)=O)O)O)C(=O)O (2R,4S,5R,6R)-2-(benzyloxy)-6-((1R,2R)-3-(2-(4-(10-carboxydecyl)phenyl)acetamido)-1,2-dihydroxypropyl)-4-hydroxy-5-(2-hydroxyacetamido)tetrahydro-2H-pyran-2-carboxylic acid